(S)-4-(7-(3-aminopyrrolidin-1-yl)-3-(4-methoxyphenyl)quinoxalin-2-yl)benzonitrile N[C@@H]1CN(CC1)C1=CC=C2N=C(C(=NC2=C1)C1=CC=C(C#N)C=C1)C1=CC=C(C=C1)OC